(5S)-5-phenyl-2-[1-(phenylsulfonyl)piperidin-4-yl]-2,5,6,7-tetrahydro-3H-pyrrolo[2,1-c][1,2,4]triazol-3-one C1(=CC=CC=C1)[C@@H]1CCC2=NN(C(N21)=O)C2CCN(CC2)S(=O)(=O)C2=CC=CC=C2